9,10-di(6-phenylpyridine-3-yl)anthracene C1(=CC=CC=C1)C1=CC=C(C=N1)C=1C2=CC=CC=C2C(=C2C=CC=CC12)C=1C=NC(=CC1)C1=CC=CC=C1